Vanadium (oxy) hydroxide O(O)O.[V]